2-hydroxy-ethanesulfonic acid OCCS(=O)(=O)O